N-((1-(4-(trifluoromethyl)phenyl)-2,3-dihydro-1H-pyrido[2,3-b][1,4]oxazin-3-yl)methyl)acetamide FC(C1=CC=C(C=C1)N1C2=C(OC(C1)CNC(C)=O)N=CC=C2)(F)F